(2S)-tert-butyl 2-(1-(1-(2,6-dioxopiperidin-3-yl)-3-methyl-2-oxo-2,3-dihydro-1H-benzo[d]imidazol-5-yl)piperidin-4-yl)propanoate O=C1NC(CCC1N1C(N(C2=C1C=CC(=C2)N2CCC(CC2)[C@@H](C(=O)OC(C)(C)C)C)C)=O)=O